3-ethyl-3-hydroxymethyl-oxetane oxide C(C)C1(C[O+](C1)[O-])CO